S1C(=NN=C1)C1=CC(=C2C=NNC2=C1)NCCOCCCCNCC=1C=C(OCCO)C=C(C1)OC(F)(F)F 2-(3-(((4-(2-((6-(1,3,4-thiadiazol-2-yl)-1H-indazol-4-yl)amino)ethoxy)butyl)amino)methyl)-5-(trifluoromethoxy)phenoxy)ethan-1-ol